[W+4].S(=O)(=O)([O-])[O-].[Ca+2].S(=O)(=O)([O-])[O-].S(=O)(=O)([O-])[O-] calcium sulfate tungsten